BrC=1N(C(=CN1)CNC)COCC[Si](C)(C)C 1-(2-bromo-1-((2-(trimethylsilyl)ethoxy)methyl)-1H-imidazol-5-yl)-N-methylmethanamine